2-((1r,4r)-4-(2-(2-(4-hydroxypiperidin-1-yl)-2-oxoethyl)imidazo[4,5-d]pyrrolo[2,3-b]pyridin-1(6H)-yl)cyclohexyl)acetonitrile OC1CCN(CC1)C(CC1=NC=2C(=C3C(=NC2)NC=C3)N1C1CCC(CC1)CC#N)=O